OC1=C(C=C(C(=O)N)C=C1)C1=CC2=C(NC=N2)C=C1 4-hydroxy-3-(1H-benzoimidazol-5-yl)benzamide